NC1N(CCC1C)C1=C(C(=NC=C1C(=O)NC(C)C1=NC=CC=C1)C#N)C1=C(C(=CC=C1)F)F 4-(amino-3-methylpyrrolidin-1-yl)-6-cyano-5-(difluorophenyl)-N-(1-(pyridin-2-yl)ethyl)nicotinamide